O=C1N(C(C2=CC=CC=C12)CC1=C(C#N)C=CN=C1)CC1=CC2=C(NC(O2)=O)C=C1 3-((3-oxo-2-((2-oxo-2,3-dihydrobenzo[d]oxazol-6-yl)methyl)isoindolin-1-yl)methyl)isonicotinonitrile